(S)-1-amino-4-(4-((4-methoxypyridin-2-yl)carbamoyl)phenyl)-2-(1-propioloylpyrrolidin-2-yl)-1H-imidazole-5-carboxamide NN1C(=NC(=C1C(=O)N)C1=CC=C(C=C1)C(NC1=NC=CC(=C1)OC)=O)[C@H]1N(CCC1)C(C#C)=O